ClC1=CC=C2C(=CC(=NC2=C1)C=1C=C(C(=O)O)C=C(C1)NC(CO)=O)N1C=NC=C1 3-(7-chloro-4-(1H-imidazol-1-yl)quinolin-2-yl)-5-(2-hydroxyacetamido)benzoic acid